O=C1N(CC2=CC(=CC=C12)C1CCN(CC1)CC(N1CCNCC1)=O)C1C(NC(CC1)=O)=O 3-(1-oxo-5-(1-(2-oxo-2-(piperazin-1-yl)ethyl)piperidin-4-yl)isoindolin-2-yl)piperidine-2,6-dione